C1(CC1)C=1C=C(C=2N(N1)C=C(N2)COC=2C=C(N=NC2)NC(=O)[C@@H]2[C@H](C2)C2=NC=CC(=N2)C)N2C(N(C(C2)=O)C)=O (1S,2S)-N-(5-((6-cyclopropyl-8-(3-methyl-2,4-dioxoimidazolidin-1-yl)imidazo[1,2-b]pyridazin-2-yl)methoxy)pyridazin-3-yl)-2-(4-methylpyrimidin-2-yl)cyclopropane-1-carboxamide